N12C[C@H](C(CC1)CC2)OC(N[C@@H]2C(CCC1=CC(=C(C=C21)F)C2=CC(=CC=C2)OCCC)(C)C)=O (S)-quinuclidin-3-yl((R)-7-fluoro-2,2-dimethyl-6-(3-propoxyphenyl)-1,2,3,4-tetrahydronaphthalen-1-yl)carbamate